(1,3-bis(2,6-diisopropylphenyl)imidazol-2-ylidene)(3-chloropyridyl)palladium(ii) dichloride CC(C)C1=C(C(=CC=C1)C(C)C)N2CN(C=C2)C3=C(C=CC=C3C(C)C)C(C)C.C1=CC(=CN=C1)Cl.Cl[Pd]Cl